CC1=NN2C(N=C(C(=C2C)O[C@H]2CNCC2)C)=N1 2,5,7-trimethyl-6-[(3R)-pyrrolidin-3-yl]oxy-[1,2,4]triazolo[1,5-a]pyrimidine